ClC1=NC=C(C(=N1)NC1=CC(=CC=C1)NS(=O)(=O)C)C 2-Chloro-5-methyl-N4-[3-(methanesulfonamido)phenyl]pyrimidin-4-amine